methyl β-picolinate N1=CC(=CC=C1)C(=O)OC